N-[(1S)-1-[[(2-chloroacetyl)-[(2-oxo-pyrrolidin-3-yl)methyl]amino]carbamoyl]-3-methyl-butyl]-1H-indole-2-carboxamide ClCC(=O)N(CC1C(NCC1)=O)NC(=O)[C@H](CC(C)C)NC(=O)C=1NC2=CC=CC=C2C1